(trans)-Methyl 6-(4-(((R)-2-acetoxy-3-methoxypropyl)-amino)cyclohexyl)-4-(2-chloro-3,4-difluorophenyl)-2-(thiazol-2-yl)-1,4-dihydropyrimidine-5-carboxylate C(C)(=O)O[C@H](CN[C@@H]1CC[C@H](CC1)C1=C(C(N=C(N1)C=1SC=CN1)C1=C(C(=C(C=C1)F)F)Cl)C(=O)OC)COC